N1C(=CC=2C1=NC=CC2C=2C=C1C(=NNC1=CC2)N)C=2C=C1C(=NNC1=CC2)N 5,5'-(1H-pyrrolo[2,3-b]pyridine-2,4-diyl)bis(1H-indazol-3-amine)